C(C1=CC=CC=C1)OC1=CC=C(O[C@@H]2CN(CC2)CCCF)C=C1 (S)-3-(4-(benzyloxy)phenoxy)-1-(3-fluoropropyl)pyrrolidine